5-(4-((4-(((7-(cyclopropylmethoxy)-5-fluoro-4-oxo-3,4-dihydroquinazolin-2-yl)methyl)thio)piperidin-1-yl)methyl)piperidin-1-yl)-2-(2,6-dioxopiperidin-3-yl)isoindoline-1,3-dione C1(CC1)COC1=CC(=C2C(NC(=NC2=C1)CSC1CCN(CC1)CC1CCN(CC1)C=1C=C2C(N(C(C2=CC1)=O)C1C(NC(CC1)=O)=O)=O)=O)F